4-isopropylsulfanylphenylboric acid C(C)(C)SC1=CC=C(C=C1)OB(O)O